FC1=C(C(=C(C(=C1F)F)F)F)OC(=O)C=1C(NC2=CC(=C(C=C2C1)F)C(C)C)=O 6-fluoro-7-isopropyl-2-oxo-1,2-dihydroquinoline-3-carboxylic acid perfluorophenyl ester